NCCC1(CC1)NC(OC(C)(C)C)=O tert-butyl (1-(2-aminoethyl)cyclopropyl)carbamate